5-bromo-6-((tetrahydro-2H-pyran-4-yl)ethynyl)-1-((2-(trimethylsilyl)ethoxy)methyl)-1H-indazole BrC=1C=C2C=NN(C2=CC1C#CC1CCOCC1)COCC[Si](C)(C)C